BrC=1C=NC(=C(C(=O)NC=2SC3=C(N2)C=CC(=C3)C(=O)O)C1)OC 2-(5-bromo-2-methoxynicotinamido)benzo[d]thiazole-6-carboxylic acid